(13R)-6-methoxy-13-methyl-8,11,14-trioxa-4,5,19,20-tetraazatetracyclo[13.5.2.12,5.018,21]tricosa-1(20),2(23),3,15(22),16,18(21)-hexaene COC1N2N=CC(C3=NNC=4C=CC(O[C@@H](COCCOC1)C)=CC34)=C2